OC1=C(C=CC=C1)/C=C/C(=O)C1=CC=C(C=C1)OC (E)-3-(2-hydroxyphenyl)-1-(p-methoxyphenyl)prop-2-en-1-one